N(=[N+]=[N-])CCCCCC(=O)NCC1=CC(=C(C=C1)CO)[N+](=O)[O-] 6-azido-N-(4-(hydroxymethyl)-3-nitrobenzyl)hexanamide